cis-5-chloro-2-(1-((3-hydroxy-3-methylcyclobutyl)amino)pyrido[3,4-d]pyridazin-4-yl)phenol ClC=1C=CC(=C(C1)O)C=1N=NC(=C2C1C=NC=C2)NC2CC(C2)(C)O